5-chloro-4-[4-{pyrazolo[1,5-a]pyridin-2-yl}-1H,4H,5H,6H,7H-imidazo[4,5-c]pyridine-5-carbonyl]-1H-pyrazole ClC1=C(C=NN1)C(=O)N1C(C2=C(CC1)NC=N2)C2=NN1C(C=CC=C1)=C2